ClC1=C(C(=O)NC(NC2=C(C=CC=C2)C)=O)C(=CC(=C1)C(F)(F)F)Cl 2,6-dichloro-N-(o-tolylcarbamoyl)-4-(trifluoromethyl)benzamide